4-aminoPyrazolo[3,4-d]pyrimidin-4-amine NC1(C=2C(=NC=N1)N=NC2)N